(2S)-2-[(tert-Butoxycarbonyl)amino]-3-[[4-(tert-Butoxycarbonyl)phenyl]methoxy]propionic acid C(C)(C)(C)OC(=O)N[C@H](C(=O)O)COCC1=CC=C(C=C1)C(=O)OC(C)(C)C